ethoxy-1-(3-bromopropyl)-1-azabicyclo[2.2.2]octanium C(C)OC1[N+]2(CCC(C1)CC2)CCCBr